C(#N)C1=CC(=C(OC=2C3=C(N=C(N2)NC2=CC=C(C=C2)C#N)CCN(C3)C([C@H](CC(C)C)NC(OC(C)(C)C)=O)=O)C(=C1)C)C (S)-Tert-butyl (1-(4-(4-cyano-2,6-dimethylphenoxy)-2-((4-cyanophenyl)amino)-7,8-dihydropyrido[4,3-d]pyrimidine-6(5H)-yl)-4-methyl-1-oxopentane-2-yl)carbamate